ClC1=C(C=C(C=C1)C1=CN(C=2N=CN(C(C21)=O)CC(N2CCCC2)=O)C2CC2)F 5-(4-chloro-3-fluorophenyl)-7-cyclopropyl-3-(2-oxo-2-(pyrrolidin-1-yl)ethyl)-3H-pyrrolo[2,3-d]pyrimidin-4(7H)-one